C(C)C(CC=CC)CCCC 5-ethyl-2-nonene